NCC=1C(NC=CC1)=O aminomethyl-pyridone